4-[4-Bromo-6-(2,6-dichloro-3-methyl-benzyl)-3-hydroxy-pyridin-2-yl]-4-oxo-butyric acid ethyl ester C(C)OC(CCC(=O)C1=NC(=CC(=C1O)Br)CC1=C(C(=CC=C1Cl)C)Cl)=O